1,3-Didecylbenzimidazolium iodide [I-].C(CCCCCCCCC)[N+]1=CN(C2=C1C=CC=C2)CCCCCCCCCC